acryloxyethyldimethyl-(3-trimethoxysilylpropyl)-ammonium chloride [Cl-].C(C=C)(=O)OCC[N+](CCC[Si](OC)(OC)OC)(C)C